FC1(CC(C1)N(CCC(C(=O)O)NC1=NC=NC2=CC=CC=C12)CCCCC1=NC=2NCCCC2C=C1)F 4-((3,3-difluorocyclobutyl)(4-(5,6,7,8-tetrahydro-1,8-naphthyridin-2-yl)butyl)amino)-2-(quinazolin-4-ylamino)butyric acid